1,3-di(1H-1,2,3-triazol-1-yl)benzene N1(N=NC=C1)C1=CC(=CC=C1)N1N=NC=C1